(R)-3-hydroxy-3-(p-tolyl)-N-(1-(3-(2,2,2-trifluoroethoxy)phenyl)-cyclopropyl)butanamide O[C@@](CC(=O)NC1(CC1)C1=CC(=CC=C1)OCC(F)(F)F)(C)C1=CC=C(C=C1)C